N=1C=C(N2N=CC=CC21)C#CC=2C=C(C(=O)NC1=CC(=C(CNCCN3CCN(CC3)C3=CC=C(C=C3)S(=O)(=O)F)C=C1)C(F)(F)F)C=CC2C 4-(4-(2-((4-(3-(imidazo[1,2-b]pyridazin-3-ylethynyl)-4-methylbenzamido)-2-(trifluoromethyl)benzyl)amino)ethyl)piperazin-1-yl)benzenesulfonyl fluoride